N-(7-chloro-6-(4-(4-hydroxytetrahydrofuran-3-yl)piperazin-1-yl)isoquinolin-3-yl)cyclopropanecarboxamide ClC1=C(C=C2C=C(N=CC2=C1)NC(=O)C1CC1)N1CCN(CC1)C1COCC1O